ClC=1C=CC=2N(C1)C(=CN2)C2=NC=CC(=N2)N2CC(N(CC2)C2CC2)C(=O)N 4-(2-(6-chloroimidazo[1,2-a]pyridin-3-yl)pyrimidin-4-yl)-1-cyclopropylpiperazine-2-carboxamide